2-oxo-3-(7-(trifluoromethyl)thiazolo[5,4-b]pyridin-5-yl)imidazolidine-1-carboxylic acid tert-butyl ester C(C)(C)(C)OC(=O)N1C(N(CC1)C1=CC(=C2C(=N1)SC=N2)C(F)(F)F)=O